N-ethyl-5-methyl-3H-imidazo[4,5-b]Pyridin-7-amine C(C)NC1=C2C(=NC(=C1)C)NC=N2